NC1=NC=CC(=C1)C=1C=C2C(=CN(C(C2=CC1)=O)CC=1C=C(C(=O)NC)C=CC1)CCO 3-((6-(2-Aminopyridin-4-yl)-4-(2-hydroxyethyl)-1-oxoisoquinolin-2(1H)-yl)methyl)-N-methylbenzamide